5-[4-amino-5-(trifluoromethyl)pyrrolo[2,1-f][1,2,4]triazin-7-yl]-N-[(3R,4S)-4-fluoro-1-[(2-nitrophenyl)methanesulfonyl]pyrrolidin-3-yl]-2-methoxypyridine NC1=NC=NN2C1=C(C=C2C=2C=CC(N(C2)[C@@H]2CN(C[C@@H]2F)S(=O)(=O)CC2=C(C=CC=C2)[N+](=O)[O-])OC)C(F)(F)F